BrC=1C=C(C=CC1)N(C1=NC(=NC2=CC(=C(C=C12)F)Cl)Cl)C N-(3-bromophenyl)-2,7-dichloro-6-fluoro-N-methylquinazolin-4-amine